ClC=1C=C2C(N(C(=NC2=CC1)[C@@H](CCC)N1CCN([C@@H](CC1)C)C)C)=O 6-Chloro-2-((R)-1-((R)-4,5-dimethyl-1,4-diazepan-1-yl)butyl)-3-methylquinazolin-4(3H)-one